3-(trifluoromethyl)-8,9-dihydropyrido[3',2':4,5]pyrrolo[1,2-a]Pyrazine FC(C1=CC=2C=C3N(CCN=C3)C2N=C1)(F)F